FC1=CC=C(C=C1)C1=CC=C2C(=N1)N(C(=N2)C=2C(=NC=CC2)N)C2=CC=C(C=C2)CN2C[C@H]1CNC[C@@H]1C2 3-(5-(4-Fluorophenyl)-3-(4-(((3aR,6aR)-hexahydropyrrolo[3,4-c]pyrrol-2(1H)-yl)methyl)phenyl)-3H-imidazo[4,5-b]pyridin-2-yl)pyridin-2-amine